C(C)O[C@H]1C[C@H](C1)NC1=NN2C(C=N1)=C(C=C2)C=2C=CC=1N(C2)C=CN1 N-(cis-3-ethoxycyclobutyl)-5-(imidazo[1,2-a]pyridin-6-yl)pyrrolo[2,1-f][1,2,4]triazin-2-amine